4-[[(1R,3S)-3-amino-2,2,3-trimethyl-cyclopentyl]amino]-N'-[4-[tert-butyl(dimethyl)silyl]-oxy-2-ethyl-phenyl]-6-(3-hydroxyphenyl)pyrrolo[1,2-b]pyridazine-3-carboxamidine N[C@@]1(C([C@@H](CC1)NC=1C=2N(N=CC1C(=NC1=C(C=C(C=C1)O[Si](C)(C)C(C)(C)C)CC)N)C=C(C2)C2=CC(=CC=C2)O)(C)C)C